[Si](C)(C)(C(C)(C)C)O[C@@H]1[C@H]2C(N([C@@H]([C@@H]1O[Si](C)(C)C(C)(C)C)C2)C(=O)OCC2=CC=CC=C2)=O Benzyl (1R,4S,5R,6S)-5,6-bis((tert-butyldimethylsilyl)oxy)-3-oxo-2-azabicyclo[2.2.1]heptane-2-carboxylate